BrC1=C(C(=CC(=C1)OC(F)F)C)N1N=C2N=C(NC(C2=C1)=O)OCC 2-(2-bromo-4-(difluoromethoxy)-6-methylphenyl)-6-ethoxy-2,5-dihydro-4H-pyrazolo[3,4-d]pyrimidin-4-one